C(C)(C)(C)N1N=C(C=C1NC=1C=CC2=C(CNS2(=O)=O)C1F)C1CC(CC1)N1N=NC(=C1)C(C)(C)C 5-((1-(tert-butyl)-3-(3-(4-(tert-butyl)-1H-1,2,3-triazol-1-yl)cyclopentyl)-1H-pyrazol-5-yl)amino)-4-fluoro-2,3-dihydrobenzo[d]isothiazole 1,1-dioxide